FC(OC1=CC=C(C=C1)NC1=NC=CC=C1)(F)F N-(4-(trifluoromethoxy)phenyl)pyridin-2-amine